NC=1C(=NC(=NC1C1=C2C=NNC2=CC=C1C)C=1C(=NC=CC1)F)C(=O)N 5-amino-2-(2-fluoro-3-pyridyl)-6-(5-methyl-1H-indazol-4-yl)pyrimidine-4-carboxamide